CC=1N=C(C2=CC=CC=C2C1)C(C)(C)NC(C[C@@H]1NCCC1)=O (R)-N-(2-(3-methyl-isoquinolin-1-yl)propan-2-yl)-2-(pyrrolidin-2-yl)acetamide